ClC=1C=C(C=C(C1)S(=O)(=O)C)NC(=O)C=1SC(=C(C1)C1=NC=C(C=C1F)N1CCC2(CC2)CC1)C N-(3-chloro-5-(methylsulfonyl)phenyl)-4-(3-fluoro-5-(6-azaspiro[2.5]oct-6-yl)pyridin-2-yl)-5-methylthiophene-2-carboxamide